2-(2-((3'-(aminomethyl)-5-(1-oxa-7-azaspiro[3.5]nonan-7-yl)-[1,1'-biphenyl]-3-yl)methoxy)phenyl)acetic acid NCC=1C=C(C=CC1)C1=CC(=CC(=C1)N1CCC2(CCO2)CC1)COC1=C(C=CC=C1)CC(=O)O